C(C)(=O)OC1=C(C=C(C=C1)\C=C\C(=O)OC1=CC(=CC=C1)C#N)OC(C)=O (E)-4-(3-(3-cyanophenoxy)-3-oxoprop-1-en-1-yl)-1,2-phenylene diacetate